C(C1=CC(=C(C(=C1)CCCC)O)CCCC)C1=CC(=C(C(=C1)CCCC)O)CCCC 4,4'-methylenebis(2,6-dibutylphenol)